2-(2,2-dibromovinyl)-5-methoxyaniline BrC(=CC1=C(N)C=C(C=C1)OC)Br